FC1([C@@H](CN(C1)C1=NOC(C1)(CO)C1=NC=C(C=C1C1=C(C=C(C=C1F)F)F)F)NS(=O)(=O)C)F N-[(3R)-4,4-difluoro-1-{5-[5-fluoro-3-(2,4,6-trifluorophenyl)pyridin-2-yl]-5-(hydroxymethyl)-4,5-dihydro-1,2-oxazol-3-yl}pyrrolidin-3-yl]methanesulfonamide